3-(4-((1R,5S)-3,8-diazabicyclo[3.2.1]octan-8-yl)-2-(((S)-1-methylpyrrolidin-2-yl)methoxy)quinazolin-7-yl)-2,4-difluoroaniline [C@H]12CNC[C@H](CC1)N2C2=NC(=NC1=CC(=CC=C21)C=2C(=C(N)C=CC2F)F)OC[C@H]2N(CCC2)C